OC(CN1N=CC(=C1)C1=CN2C(S1)=C(C=N2)C(=O)NC=2C(=NC=C(C2)C(NCCN2CCCC2)=O)C)CO 2-(1-(2,3-dihydroxypropyl)-1H-pyrazol-4-yl)-N-(2-methyl-5-((2-(pyrrolidin-1-yl)ethyl)carbamoyl)pyridin-3-yl)pyrazolo[5,1-b]thiazole-7-carboxamide